CC1(OB(OC1(C)C)C1=CC(=CC=C1)S(=O)(=O)C)C 4,4,5,5-tetramethyl-2-(3-(methylsulfonyl)phenyl)-1,3,2-dioxaborolane